3-{1-oxo-5-[4-(1,3-thiazol-2-yl)-1,2,3-triazol-1-yl]-3H-isoindol-2-yl}piperidine-2,6-dione O=C1N(CC2=CC(=CC=C12)N1N=NC(=C1)C=1SC=CN1)C1C(NC(CC1)=O)=O